4-chloro-3-methyl-N-[(1s,4s)-4-{[2-(trifluoromethyl)imidazo[1,2-a]pyridin-5-yl]amino}cyclohexyl]benzamide ClC1=C(C=C(C(=O)NC2CCC(CC2)NC2=CC=CC=3N2C=C(N3)C(F)(F)F)C=C1)C